[C@H]12OC[C@H](N(C1)C(=O)N1CC3=C(C=C(C=C3CC1)C=1N=C3C(=NC1)NC=C3C)[C@H]3NCCOC3)CC2 ((1R,4R)-2-oxa-5-azabicyclo[2.2.2]oct-5-yl)(6-(7-methyl-5H-pyrrolo[2,3-b]pyrazin-2-yl)-8-((R)-morpholin-3-yl)-3,4-dihydroisoquinolin-2(1H)-yl)methanone